(S)-1-Ethyl-5-oxo-N-(5-((5-(trifluoromethyl)pyridin-2-yl)oxy)-2,3-dihydro-benzofuran-7-yl)pyrrolidine-2-carboxamide C(C)N1[C@@H](CCC1=O)C(=O)NC1=CC(=CC=2CCOC21)OC2=NC=C(C=C2)C(F)(F)F